(3R)-3-amino-5-[(4-chlorophenyl)methyl]-8-fluoro-1,1-dioxo-7-[5-(1,2,2,2-tetrafluoro-1-methoxy-ethyl)-1,2,4-oxadiazol-3-yl]-2,3-dihydro-1lambda6,5-benzothiazepin-4-one N[C@H]1CS(C2=C(N(C1=O)CC1=CC=C(C=C1)Cl)C=C(C(=C2)F)C2=NOC(=N2)C(C(F)(F)F)(OC)F)(=O)=O